2-(5-{3-[endo-3-amino-8-azabicyclo[3.2.1]octan-8-yl]-5H-pyrrolo[2,3-b]pyrazin-7-yl}-4-chloro-2H-indazol-2-yl)-N,N-dimethylacetamide NC1CC2CCC(C1)N2C2=CN=C1C(=N2)NC=C1C1=C(C2=CN(N=C2C=C1)CC(=O)N(C)C)Cl